3-(6-amino-4-(morpholinomethyl)pyridin-2-yl)phenol NC1=CC(=CC(=N1)C=1C=C(C=CC1)O)CN1CCOCC1